NC=1C=C(C=CC1)NC1=NC(=NC=C1C(=O)N(C1=CC=CC=C1)C)SC 4-((3-aminophenyl)amino)-N-methyl-2-(methylsulfanyl)-N-phenylpyrimidine-5-carboxamide